BrC=1C=C(SC1)C(=O)NC=1C=CC=C2C=CC(=NC12)C 4-Bromo-N-(2-methylquinolin-8-yl)thiophene-2-carboxamide